C(C)(=O)N1[C@@](C(C2=CC=CC=C12)=C)(C(=O)NC(C)(C)C)C1=NC=C(C=C1)Br |r| (±)-1-acetyl-2-(5-bromopyridin-2-yl)-N-t-butyl-3-methyleneindoline-2-carboxamide